CN1CCN(CC1)C=1C=CC(=NC1)NC=1C=CC(=C2CNC(C12)=O)C1=C2C(=NC=C1)N(C=C2)C 7-[[5-(4-methylpiperazin-1-yl)-2-pyridyl]amino]-4-(1-methylpyrrolo[2,3-b]pyridin-4-yl)isoindolin-1-one